C(C)(C)(C)OC(=O)N1C(CC[C@@H]1C(C)C)O.COCCN(CCC[C@H](C(C)C)NC(OC(C)(C)C)=O)C tert-butyl (R)-(6-((2-methoxyethyl)(methyl)amino)-2-methylhexan-3-yl)carbamate tert-butyl-(5R)-2-hydroxy-5-isopropylpyrrolidine-1-carboxylate